3-(((9-isopropyl-2-(methylamino)-9H-purin-6-yl)amino)methyl)-4,6-dimethylpyridin-2(1H)-one C(C)(C)N1C2=NC(=NC(=C2N=C1)NCC=1C(NC(=CC1C)C)=O)NC